C1(CCC1)C(C(=O)NN)C1=CC(=CC=C1)[N+](=O)[O-] 2-cyclobutyl-2-(3-nitrophenyl)acetylhydrazine